(R)-N-(2,2-difluoro-8-azaspiro[4.5]decan-1-yl)-2-methylpropane-2-sulfinamide FC1(C(C2(CC1)CCNCC2)N[S@](=O)C(C)(C)C)F